CN(C)CC1=NN2C(N=CC=C2C(=O)NC2CC3=CC=CC=C3C2)=C1C(=O)N 2-[(dimethylamino)methyl]-N7-indan-2-yl-pyrazolo[1,5-a]pyrimidine-3,7-dicarboxamide